COC(CS)OC 2,2-dimethoxyethane-1-thiol